CC1=NOC(=C1C=1C=C2C(=NC1)N(C=C2)C2(COCC2)C)C 3,5-dimethyl-4-(1-(3-methyltetrahydrofuran-3-yl)-1H-pyrrolo[2,3-b]pyridin-5-yl)isoxazole